5-bromo-3-(2-morpholinopyrimidin-5-yl)-1-BOC-pyrazolopyridine BrC1=NC2=C(C=C1)N(N=C2C=2C=NC(=NC2)N2CCOCC2)C(=O)OC(C)(C)C